amino-phenylpropionic acid NC(C(=O)O)(C)C1=CC=CC=C1